(3R,4R)-1-(8-fluoro-7-(8-fluoronaphthalen-1-yl)-2-((tetrahydro-1H-pyrrolizin-7a(5H)-yl)methoxy)pyrido[4,3-d]pyrimidin-4-yl)-3-hydroxypiperidine-4-carboxylic acid FC1=C(N=CC2=C1N=C(N=C2N2C[C@@H]([C@@H](CC2)C(=O)O)O)OCC21CCCN1CCC2)C2=CC=CC1=CC=CC(=C21)F